FC=1C=C2C(=NC1)C(=CN2)CC(=O)N2CC(C2)C 2-(6-fluoro-1H-pyrrolo[3,2-b]pyridin-3-yl)-1-(3-methylazetidin-1-yl)ethan-1-one